ClC=1C=C(NC=2C=NC=CC2CNC)C=CC1 [3-(3-chloroanilino)-4-pyridyl]methyl-methyl-amine